1-(di-tert-butylphosphino)-8-(di-tert-butylphosphinomethyl)-naphthalene C(C)(C)(C)P(C1=CC=CC2=CC=CC(=C12)CP(C(C)(C)C)C(C)(C)C)C(C)(C)C